4-(2-NITROBENZENESULFONYL)MORPHOLINE [N+](=O)([O-])C1=C(C=CC=C1)S(=O)(=O)N1CCOCC1